C(C1=CC=CC=C1)N1C(C=2NCCN(C(C2C1=O)C(C)C)C(C1=CC=C(C=C1)OC)=O)(C)C 7-benzyl-5-isopropyl-4-(4-methoxybenzoyl)-8,8-dimethyl-2,3,4,5,7,8-hexahydropyrrolo[3,4-e][1,4]diazepin-6(1H)-one